6-Chloro-3-[1-(3-fluoro-phenyl)-1-hydroxy-methylidene]-5-(4-morpholin-4-yl-phenyl)-1,3-dihydro-indol-2-one ClC1=C(C=C2C(C(NC2=C1)=O)=C(O)C1=CC(=CC=C1)F)C1=CC=C(C=C1)N1CCOCC1